4-((2,6-difluoro-4-(pyridin-3-yl)benzyl)oxy)phenyl sulfurofluoridate S(OC1=CC=C(C=C1)OCC1=C(C=C(C=C1F)C=1C=NC=CC1)F)(=O)(=O)F